1-(4-methoxyphenyl)-1H-imidazole COC1=CC=C(C=C1)N1C=NC=C1